The molecule is a carboxylic ester resulting from the formal condensation of the carboxy group of hydroxy(diphenyl)acetic acid with the hydroxy group of (1S,3R,5R)-3-hydroxy-8lambda(5)-azaspiro[bicyclo[3.2.1]octane-8,1'-pyrrolidin]-8-ylium. Its chloride salt is used to treat overactive bladder. It has a role as a muscarinic antagonist and an antispasmodic drug. It is a carboxylic ester, an azabicycloalkane, a tertiary alcohol and a quaternary ammonium ion. C1CC[N+]2(C1)[C@@H]3CC[C@H]2CC(C3)OC(=O)C(C4=CC=CC=C4)(C5=CC=CC=C5)O